(S)-2-(3-aminopyrrolidin-1-yl)-N-(5-cyclopropyl-2-morpholinothiazolo[4,5-b]pyridin-6-yl)oxazole-4-carboxamide N[C@@H]1CN(CC1)C=1OC=C(N1)C(=O)NC=1C=C2C(=NC1C1CC1)N=C(S2)N2CCOCC2